C[Si](N(C(CCCCC)=O)C)(N(C(CCCCC)=O)C)N(C(CCCCC)=O)C methyltris(N-methylhexanamido)silane